CO[C@@H]1CC[C@H](CC1)N1C(=NC2=C1C=CC(=C2)C=2C(=NOC2)C)NC(=O)O 1-((trans)-4-methoxycyclohexyl)-5-(3-methylisoxazol-4-yl)-1H-benzo[d]imidazole-2-carbamic acid